2,4,2'-trihydroxybiphenyl OC1=C(C=CC(=C1)O)C1=C(C=CC=C1)O